4-cyclopropyl-N6-(2-(4-methylpiperazin-1-yl)ethyl)-1,3,5-triazine-2,4,6-triamine C1(CC1)C1(NC(=NC(=N1)NCCN1CCN(CC1)C)N)N